FC(C1=NN=C(O1)C1=CC=C(CN2N=NC(=C2)C=2C=C3C(=CC2)NC(C32CCNCC2)=O)C=C1)F 5-(1-(4-(5-(difluoromethyl)-1,3,4-oxadiazol-2-yl)benzyl)-1H-1,2,3-triazol-4-yl)spiro[indoline-3,4'-piperidin]-2-one